(5-nicotinyl-1,4,5,6-tetrahydropyrrolo[3,4-c]pyrazol-3-yl)methanone C(C1=CN=CC=C1)N1CC=2NN=C(C2C1)C=O